4-fluoro-7-methyl-8,14-dioxa-10,19,20-triazatetracyclo[13.5.2.12,6.018,21]tricosa-1(20),2,4,6(23),15,17,21-heptaen-9-one FC=1C=C2C3=NNC4=CC=C(OCCCNC(OC(C(C1)=C2)C)=O)C=C34